di(methylphenyl)fluorene CC1=C(C=CC=C1)C1=C(C=2CC3=CC=CC=C3C2C=C1)C1=C(C=CC=C1)C